O=C1NC(CCC1N1C(C2=CC=C(C=C2C1=O)N1CCC(CC1)N(C1CCNCC1)C)=O)=O 2-(2,6-dioxopiperidin-3-yl)-5-[4-[methyl(piperidin-4-yl)amino]piperidin-1-yl]isoindole-1,3-dione